(3-(3-Acetamidophenyl)imidazo[1,2-a]pyridin-6-yl)(methyl)carbamate C(C)(=O)NC=1C=C(C=CC1)C1=CN=C2N1C=C(C=C2)OC(NC)=O